N-[(1S)-1'-(7-bromo-6-methyl-pyrazolo[1,5-a]pyrazin-4-yl)-6-fluoro-spiro[indan-2,4'-piperidin]-1-yl]carbamic acid tert-butyl ester C(C)(C)(C)OC(N[C@@H]1C2=CC(=CC=C2CC12CCN(CC2)C=2C=1N(C(=C(N2)C)Br)N=CC1)F)=O